BrC1=CC=C(C=C1)C=1CCC(N1)C 5-(4-bromophenyl)-2-methyl-3,4-dihydro-2H-pyrrole